5-dimethylamino-pentanoic acid CN(CCCCC(=O)O)C